3-(3-cyano-5-(1-(quinolin-5-yl)-5-(trifluoromethyl)-1H-pyrazole-4-carboxamido)pyridin-2-yl)-1-methyl-1H-pyrazole-5-carboxylic acid C(#N)C=1C(=NC=C(C1)NC(=O)C=1C=NN(C1C(F)(F)F)C1=C2C=CC=NC2=CC=C1)C1=NN(C(=C1)C(=O)O)C